C(C)(C)(C)OC(N[C@H](CC1=CNC2=CC=CC=C12)C(C)C)=O (R)-(1-(1H-indol-3-yl)-3-methylbutan-2-yl)carbamic acid tert-butyl ester